ClC1=NC=2N(C(=C1C1=C(C=C(C=C1F)C#CCN(C)C)F)N[C@H](C)C(C)(C)C)N=CN2 (R)-5-chloro-6-(4-(3-(dimethylamino)prop-1-yn-1-yl)-2,6-difluorophenyl)-N-(3,3-dimethylbut-2-yl)-[1,2,4]Triazolo[1,5-a]Pyrimidin-7-amine